3-Iodo-4-methoxy-N-(4-((4-methylpiperazin-1-yl)sulfonyl)phenyl)benzamide IC=1C=C(C(=O)NC2=CC=C(C=C2)S(=O)(=O)N2CCN(CC2)C)C=CC1OC